tert-butyl 2-(4-amino-6-fluoro-7-methoxy-9H-pyrimido[4,5-b]indol-9-yl)acetate NC1=NC=NC=2N(C3=CC(=C(C=C3C21)F)OC)CC(=O)OC(C)(C)C